mercapto-mercaptosilane S[SiH2]S